C(C)(C)(C)P(C1=C(C=CC=C1)C1=C(C=C(C=C1C(C)C)C(C)C)C(C)C)C(C)(C)C di-tert-butyl-[2',4',6'-tris(prop-2-yl)biphenyl-2-yl]Phosphane